benzyl 3-(((benzyloxy) carbonyl) amino)-4-ethyl-4-fluoroazepan-1-carboxylate C(C1=CC=CC=C1)OC(=O)NC1CN(CCCC1(F)CC)C(=O)OCC1=CC=CC=C1